FC(C(O[Si](OC(C)C1=CC=CC=C1)(OCC)C)(F)F)(F)F pentafluorophenyl-methyltriethoxysilane